N1-(1H-benzoimidazol-5-yl)-1-{4-[4-(trifluoromethyl)-1,3-thiazol-2-yl]phenyl}ethane-1,2-diamine N1C=NC2=C1C=CC(=C2)NC(CN)C2=CC=C(C=C2)C=2SC=C(N2)C(F)(F)F